(bis(t-butoxycarbonyl)amino)-6-chloro-5-fluoronicotinic acid ethyl ester C(C)OC(C1=C(N=C(C(=C1)F)Cl)N(C(=O)OC(C)(C)C)C(=O)OC(C)(C)C)=O